Cl.CC1(OCC(O1)CN)C (2,2-dimethyl-1,3-dioxolan-4-yl)methanamine hydrochloride